7-{[1-benzyl-3-(3-chloro-2-methylphenyl)piperidin-3-yl]amino}-2-(2,2,2-trifluoroethyl)isoquinolin-1-one C(C1=CC=CC=C1)N1CC(CCC1)(C1=C(C(=CC=C1)Cl)C)NC1=CC=C2C=CN(C(C2=C1)=O)CC(F)(F)F